C(N)(OC12CCC(CC1)(C2)CN2N=C(C=1CNCCC12)C)=O (4-((3-methyl-4,5,6,7-tetrahydro-1H-pyrazolo[4,3-C]pyridin-1-yl) methyl) bicyclo[2.2.1]hept-1-yl) carbamate